BrC1=C(C(=C(C#N)C(=C1F)F)F)F 4-Bromotetrafluorobenzonitrile